2-(benzyloxy)-1-bromo-3-nitrobenzene C(C1=CC=CC=C1)OC1=C(C=CC=C1[N+](=O)[O-])Br